(±)-trans-tert-Butyl 3-ethoxy-4-oxopiperidine-1-carboxylate C(C)O[C@@H]1CN(CCC1=O)C(=O)OC(C)(C)C |r|